O(C1=CC=CC=C1)C1=CC=C(C=C1)C1=NN2C(NCCC23CNC3)=C1C(=O)N 2'-(4-phenoxyphenyl)-5',6'-dihydro-4'H-spiro[azetidine-3,7'-pyrazolo[1,5-a]pyrimidine]-3'-carboxamide